C(#N)C1=C(SC2=C1C(=NC=C2F)C=2C1=C(C=3C=NC(=NC3C2F)N2CC3(CC3)[C@H](C2)NC(C)C)COC1)NC(OC(C)(C)C)=O tert-Butyl (3-cyano-7-fluoro-4-(5-fluoro-3-((R)-7-(isopropylamino)-5-azaspiro[2.4]heptan-5-yl)-7,9-dihydrofuro[3,4-f]quinazolin-6-yl)thieno[3,2-c]pyridin-2-yl)carbamate